CCCCCCCCCCCCCCCCCC(=O)N(C)CCS(=O)(=O)[O-].[Na+] Sodium methyl stearoyl taurate